C(C)(C)(C)OC(=O)NC1CSC2=C(N(C1=O)CC1=CC=C(C=C1)OC1=CC=CC=C1)C=C(C=C2)C(=O)O 3-(tert-butoxycarbonylamino)-4-oxo-5-[(4-phenoxyphenyl)methyl]-2,3-dihydro-1,5-benzothiazepine-7-carboxylic acid